CS(=O)(=NC1=NC(=NC(=C1)N1[C@@H](COCC1)C)C1=C2C(=NC=C1)NC=C2)C2CCOCC2 methyl-tetrahydropyran-4-yl-({6-[(3R)-3-methyl-morpholin-4-yl]-2-{1H-pyrrolo[2,3-b]pyridin-4-yl}pyrimidin-4-yl}-imino)-λ6-sulfanone